C[Si](CCOCN1N=C(C=C1)CS(=O)(=O)C)(C)C trimethyl-[2-[[3-(methylsulfonylmethyl)pyrazol-1-yl]methoxy]ethyl]silane